6-(hydroxymethyl)piperazin OCC1CNCCN1